N-((S)-(4,4-Difluorocyclohexyl)(6-((R)-1-(4,4,4-trifluorobutanamido)ethyl)-1H-benzo[d]imidazol-2-yl)methyl)-1-((R*)-3,3,3-trifluoro-2-methylpropyl)-1H-1,2,3-triazole-5-carboxamide FC1(CCC(CC1)[C@H](NC(=O)C1=CN=NN1C[C@H](C(F)(F)F)C)C1=NC2=C(N1)C=C(C=C2)[C@@H](C)NC(CCC(F)(F)F)=O)F |o1:17|